O=C1N(CC2=CC(=CC=C12)C=C)N1C(CCCC1=O)=O (1-oxo-5-vinyl-isoindolin-2-yl)piperidine-2,6-dione